2-fluoro-4-(((3S,4R)-4-hydroxy-4-((R)-1-hydroxyethyl)-1-((4-iodophenyl)sulfonyl)pyrrolidin-3-yl)oxy)benzonitrile FC1=C(C#N)C=CC(=C1)O[C@H]1CN(C[C@]1([C@@H](C)O)O)S(=O)(=O)C1=CC=C(C=C1)I